acetic acid (Z)-9-hexadecen-1-yl ester C(CCCCCCC\C=C/CCCCCC)OC(C)=O